CO[C@H]1[C@@H](COC1)OC1=C2C(=NC=NC2=CC(=C1)C=1C=NN(C1)C)NC1=CC2=C(N=CS2)C=C1 N-(5-(((3R,4R)-4-methoxytetrahydrofuran-3-yl)oxy)-7-(1-methyl-1H-pyrazol-4-yl)quinazolin-4-yl)benzo[d]thiazol-6-amine